ClC=1C=C(C=CC1OC)CNC(=O)C1=C(OC=2N=CN=C(C21)NC2(CC2)C)C N-[(3-chloro-4-methoxyphenyl)methyl]-6-methyl-4-[(1-methylcyclopropyl)amino]furo[2,3-d]pyrimidine-5-carboxamide